C(C)(C)C1CC(=CC(C1C=O)C)C 6-isopropyl-2,4-dimethylcyclohex-3-en-1-carbaldehyde